(R)-2-p-chlorophenyl-1,5-pentanediol ClC1=CC=C(C=C1)[C@H](CO)CCCO